Ethyl (5R)-2-[4-[(dimethylamino) methyl]-2-fluorophenyl]-5-methyl-6,7-dihydro-5H-pyrazolo[5,1-b][1,3]oxazine-3-carboxylate CN(C)CC1=CC(=C(C=C1)C1=NN2C(O[C@@H](CC2)C)=C1C(=O)OCC)F